4-fluoro-N-(4-methylcyclohexyl)-1H-pyrrolo[2,3-b]pyridine-2-carboxamide FC1=C2C(=NC=C1)NC(=C2)C(=O)NC2CCC(CC2)C